ClC1=C(CSC=2SC(=NN2)C2=NC=C(N=C2)C)C(=CC=C1C)Cl 2-((2,6-dichloro-3-methylbenzyl)thio)-5-(5-methylpyrazin-2-yl)-1,3,4-thiadiazole